CC(C(CCCCCCCCC)O)O 2,3-dodecane-diol